OC1=C(C=CC(=C1)C(F)(F)F)C1=CN=C(O1)C=1C=C(C(=O)O)C=CC1 3-{5-[2-Hydroxy-4-(trifluoromethyl)phenyl]-1,3-oxazol-2-yl}benzoic acid